Benzyl (3S,5S)-3-((5-amino-4-(isopropylamino)pyrimidin-2-yl)amino)-5-fluoropiperidine-1-carboxylate NC=1C(=NC(=NC1)N[C@@H]1CN(C[C@H](C1)F)C(=O)OCC1=CC=CC=C1)NC(C)C